CC1=C(N)C=CC(=C1C)OC1=CC2=C(N(N=N2)C)C=C1 2,3-dimethyl-4-((1-methyl-1H-benzo[d][1,2,3]triazol-5-yl)oxy)aniline